NC(CC(=O)O)CC(=O)O beta-homoaspartic acid